(Z)-1-acetyl-3-((1-(2-(benzyloxy)ethyl)-5-isopropyl-1H-imidazol-4-yl)methylene)piperazine C(C)(=O)N1C/C(/NCC1)=C/C=1N=CN(C1C(C)C)CCOCC1=CC=CC=C1